C(C)(C)(C)C1=CC=C(C=N1)C1CN(C1)C(=O)N1C[C@H](CC1)C1=CN=NN1 [3-(6-tert-butyl-3-pyridinyl)azetidin-1-yl]-[(3S)-3-(1H-triazol-5-yl)pyrrolidin-1-yl]methanone